(ethylsulfanyl)-N1-(4-fluorobenzyl)-5-methyl-N1-(prop-2-yn-1-yl)benzene-1,4-diamine C(C)SC1=C(C=C(C(=C1)N)C)N(CC#C)CC1=CC=C(C=C1)F